NC=1C(=CC(=NC1)C(=O)NC)C 5-amino-N,4-dimethylpyridineamide